1-(3-Chloro-1-methyl-pyrazol-4-yl)-6-oxo-pyridine-3-carboxylic acid ClC1=NN(C=C1N1C=C(C=CC1=O)C(=O)O)C